C1=C(C=CC=2SC3=C(C21)C=CC=C3)C=3C=C(C=CC3)N3C2=CC=CC=C2C=2C=CC=CC32 9-[3-(dibenzothiophen-2-yl)phenyl]-9H-carbazole